C(#N)C(CNC=1C(=CC=C2C=CC(=CC12)C1=CC=CC(=N1)C(=O)NC1CCN(CC1)C)OC)=C 6-{8-[(2-cyano-2-methylideneethyl)amino]-7-methoxynaphthalen-2-yl}-N-(1-methylpiperidin-4-yl)pyridine-2-carboxamide